4-(2-(2-((3R,4R)-3-Amino-4-fluoropiperidin-1-yl)-5,6-difluoro-1H-benzo[d]imidazol-1-yl)acetyl)morpholin-2-carbonitril N[C@@H]1CN(CC[C@H]1F)C1=NC2=C(N1CC(=O)N1CC(OCC1)C#N)C=C(C(=C2)F)F